O1C(NC2=C1C=C(C=C2)C(=O)N)=O benzoOxazolin-2-one-6-carboxamide